CN(C(OC(C)(C)C)=O)C1CN(C1)C1=NC=C(C=C1NS(=O)(=O)C)C1=CC=2C3=C(C=NC2C=C1)N(C(C31CCC1)=O)C tert-Butyl methyl(1-(5-(3'-methyl-2'-oxo-2',3'-dihydrospiro[cyclobutane-1,1'-pyrrolo[2,3-c]quinolin]-8'-yl)-3-(methylsulfonamido)pyridin-2-yl)azetidin-3-yl)carbamate